3-{[(3S)-4-methyl-5-oxomorpholin-3-yl]methoxy}-5-(5-methyl-1,3-thiazol-2-yl)benzoic acid CN1[C@@H](COCC1=O)COC=1C=C(C(=O)O)C=C(C1)C=1SC(=CN1)C